CN1C=C(C=2C1=NC=C(C2)N)C#CC2=NC=CC=C2 1-methyl-3-(pyridin-2-ylethynyl)-1H-pyrrolo[2,3-b]pyridin-5-amine